6-bromo-8-fluoro-4-isopropyl-2H-benzo[b][1,4]oxazin-3(4H)-one BrC1=CC2=C(OCC(N2C(C)C)=O)C(=C1)F